C(C(=C)C)(=O)OCCC[Si](OCC)(OCC)C 3-methacryloyloxypropyl-methyl-diethoxysilane